((E)-2-[(tert-butyldiphenylsilyl)oxy]ethyl)-N-methyl-4-[2-(thiophen-2-yl)vinyl]aniline [Si](C1=CC=CC=C1)(C1=CC=CC=C1)(C(C)(C)C)OCCN(C1=CC=C(C=C1)C=CC=1SC=CC1)C